potassium sodium lithium antimonate sodium [Na+].[Sb]([O-])([O-])([O-])=O.[Li+].[Na+].[K+]